FC=1C=C(C=CC1OC)C1=NOC(=C1)NC1=NC(=NC=C1)N1CCCC1 3-(3-fluoro-4-methoxyphenyl)-N-(2-(pyrrolidin-1-yl)pyrimidin-4-yl)isoxazol-5-amine